Cl.NCC(=O)NC1=C(C=C(C(=O)OCC)C=C1)OC ethyl 4-(2-aminoacetamido)-3-methoxybenzoate HCl salt